5-[[6-(difluoromethyl)pyridine-2-carbonyl]amino]-2-(3-hydroxy-3-methyl-butyl)-N-methyl-pyrazolo[1,5-a]pyridine-6-carboxamide FC(C1=CC=CC(=N1)C(=O)NC1=CC=2N(C=C1C(=O)NC)N=C(C2)CCC(C)(C)O)F